CCCCCC(=O)N n-caproamide